2-((1-(difluoromethyl)-1H-pyrazol-4-yl)oxy)-3-fluoro-5-(4,4,5,5-tetramethyl-1,3,2-dioxaborolan-2-yl)pyridine FC(N1N=CC(=C1)OC1=NC=C(C=C1F)B1OC(C(O1)(C)C)(C)C)F